tert-butyl 9-[tert-butoxycarbonyl(ethyl)amino]-6,7-dichloro-10-(1-tetrahydropyran-2-ylpyrazol-4-yl)-3,4-dihydro-1H-pyrazino[1,2-a]indole-2-carboxylate C(C)(C)(C)OC(=O)N(C=1C=2C(=C3N(C2C(=C(C1)Cl)Cl)CCN(C3)C(=O)OC(C)(C)C)C=3C=NN(C3)C3OCCCC3)CC